(3aR,6aR)-4-(6-chloro-2-((tetrahydrofuran-2-yl)methoxy)pyrimidin-4-yl)hexahydro-2H-furo[3,2-b]pyrrole ClC1=CC(=NC(=N1)OCC1OCCC1)N1[C@H]2[C@@H](CC1)OCC2